FC=1C=C(C=CC1P(=O)(O)O)[C@H](C(=O)N[C@@H]1B(OC2=C(C1)C=CC=C2C(=O)O)O)NC(=O)C2=CNC1=CC=CC=C21 (R)-3-((R)-2-(3-fluoro-4-phosphonophenyl)-2-(1H-indole-3-carboxamido)acetamido)-2-hydroxy-3,4-dihydro-2H-benzo[e][1,2]oxaborinine-8-carboxylic acid